C(C)(C)(C)NS(=O)(=O)C1=CC(=CC=C1)NC1=NC(=NC=C1C)NC1=CC=C(C=C1)N1CCN(CC1)S(=O)(=O)C1=CC(=C(C=C1)OC)OC N-(tert-butyl)-3-((2-((4-(4-((3,4-dimethoxyphenyl)sulfonyl)piperazin-1-yl)phenyl)amino)-5-methylpyrimidin-4-yl)amino)benzenesulfonamide